N-[2-(4-Fluorophenyl)-[1,3]thiazolo[5,4-c]pyridin-6-yl]-4-methyl-6-[(3S)-pyrrolidin-3-yloxy]pyridin-2-amine FC1=CC=C(C=C1)C=1SC=2C=NC(=CC2N1)NC1=NC(=CC(=C1)C)O[C@@H]1CNCC1